NC1=NC2=CC(=CC=C2C=C1F)/C=C/[C@@H]1[C@H]([C@H]([C@@H](C1)N1CCC2=C1N=CN=C2N)O)O (1S,2R,3R,5R)-3-((E)-2-(2-amino-3-fluoroquinolin-7-yl)ethenyl)-5-(4-Amino-5,6-dihydro-7H-pyrrolo[2,3-d]pyrimidin-7-yl)cyclopentane-1,2-diol